2-cyanopyridazin C(#N)N1NC=CC=C1